1-cyclohexylidene-2,5,8,11-tetraoxapentadecane C1(CCCCC1)=COCCOCCOCCOCCCC